FC(OC1=CC=C(C=C1)NC(OCC=1C=C2C(N(CC2=CC1)C1C(NC(CC1)=O)=O)=O)=O)(F)F (2-(2,6-dioxopiperidin-3-yl)-3-oxoisoindolin-5-yl)methyl (4-(trifluoromethoxy)phenyl)carbamate